bis(3,5-di-tert-butylphenyl)-1-ferrocenyl-phosphine dichloride [Cl-].[Cl-].C(C)(C)(C)C=1C=C(C=C(C1)C(C)(C)C)P([C-]1C=CC=C1)C1=CC(=CC(=C1)C(C)(C)C)C(C)(C)C.[CH-]1C=CC=C1.[Fe+2]